FC=1C=C(C=CC1F)C(C1CCC(C1O)O)O 5-[(3R)-(3,4-difluorophenyl)(hydroxy)methyl]cyclopentane-1,2-diol